2-((1-(5-(4,4-difluoropiperidin-1-yl)-9-methyl-2-(trifluoromethyl)imidazo[1,2-c]quinazolin-7-yl)ethyl)amino)benzoic acid FC1(CCN(CC1)C1=NC=2C(=CC(=CC2C=2N1C=C(N2)C(F)(F)F)C)C(C)NC2=C(C(=O)O)C=CC=C2)F